C(CC)N1C=C(C2=CC(=CC=C12)NC(=O)C1=NC=NC=C1)C#N N-(1-propyl-3-cyano-1H-indol-5-yl)pyrimidine-4-carboxamide